N-(3,5-difluoro-4-(2-(((3S,5S)-5-fluoro-piperidin-3-yl)amino)-8-isopropyl-7-oxo-7,8-dihydropyrido[2,3-d]-pyrimidin-6-yl)phenyl)-1-(4-fluorophenyl)-methanesulfonamide hydrochloride Cl.FC=1C=C(C=C(C1C1=CC2=C(N=C(N=C2)N[C@@H]2CNC[C@H](C2)F)N(C1=O)C(C)C)F)NS(=O)(=O)CC1=CC=C(C=C1)F